FC(C=1SC=CN1)(F)F 2-trifluoromethylthiazole